N-[(2S)-1-cyano-4-phenylbutan-2-yl]-1-cyclopentyl-5-(2,6-dimethoxyphenyl)-1H-pyrazole-3-carboxamide C(#N)C[C@H](CCC1=CC=CC=C1)NC(=O)C1=NN(C(=C1)C1=C(C=CC=C1OC)OC)C1CCCC1